NC1=C(C=C(C=C1)C)NC(C)=O N-(2-amino-5-methyl-phenyl)acetamide